(3S,6S,9S)-4,7-dibenzyl-3,6,9-triethyl-1,4,7-triazonan-2-one C(C1=CC=CC=C1)N1[C@H](C(N[C@H](CN([C@H](C1)CC)CC1=CC=CC=C1)CC)=O)CC